Ethyl 2-(4-(3-((5-cyano-4-(4-fluorophenyl)thiazol-2-yl)(methyl)amino)-2-ethyl-6-fluoropyrazolo[1,5-a]Piperidin-5-yl)piperazin-1-yl)acetate C(#N)C1=C(N=C(S1)N(C=1C(=NN2C1CC(C(C2)F)N2CCN(CC2)CC(=O)OCC)CC)C)C2=CC=C(C=C2)F